C(N)(=N)C=1C=C(SC1)[C@@H](CO)NC(OC(C)(C)C)=O tert-butyl (R)-(1-(4-carbamimidoylthiophen-2-yl)-2-hydroxyethyl)carbamate